NC1=NC=CC(=C1)S(=O)(=O)NC=1SC(=C(N1)C1=C(C=CC=C1)C(C)C)C1=CC(=CC(=C1)F)OCCC(C)(C)C 2-Amino-N-(5-(3-(3,3-dimethylbutoxy)-5-fluorophenyl)-4-(2-isopropylphenyl)thiazol-2-yl)pyridine-4-sulfonamide